7-fluoro-1,3-benzodioxole-4-boronic acid pinacol ester FC1=CC=C(C2=C1OCO2)B2OC(C)(C)C(C)(C)O2